BrC(C1=CC=CC=C1)Br α,α-dibromotoluene